C(CCC)OC=1C(C(C1OCCCC)=O)=O 3,4-di-n-butoxy-3-cyclobutene-1,2-dione